OC(=O)C(F)(F)F.N1CCNCC1 piperazine TFA salt